1,3,5-tris(hex-5-yn-1-yl)-1,3,5-triazine-2,4,6-trione C(CCCC#C)N1C(N(C(N(C1=O)CCCCC#C)=O)CCCCC#C)=O